OC(C(=O)C1=CC=C(CC2(C3=CC=CC=C3C3=CC=4C(C=5C=CC=CC5C(C4C=C32)=O)=O)CC3=CC=C(C=C3)C(C(C)(O)C)=O)C=C1)(C)C 13,13-bis(4-(2-hydroxy-2-methylpropanoyl)benzyl)-6H-indeno[1,2-b]anthracene-6,11(13H)-dione